(S)-N-(sec-butyl)-5-(2-methylbenzo[d]thiazol-6-yl)-7H-pyrrolo[2,3-d]pyrimidin-2-amine [C@H](C)(CC)NC=1N=CC2=C(N1)NC=C2C2=CC1=C(N=C(S1)C)C=C2